(2S,4r)-1-[(2S)-2-(4-cyclopropyl-triazol-1-yl)-3,3-dimethyl-butyryl]-N-[[6-fluoro-2-(4-fluorophenyl)imidazo[1,2-a]pyridin-3-yl]methyl]-4-hydroxy-pyrrolidine-2-carboxamide C1(CC1)C=1N=NN(C1)[C@H](C(=O)N1[C@@H](C[C@H](C1)O)C(=O)NCC1=C(N=C2N1C=C(C=C2)F)C2=CC=C(C=C2)F)C(C)(C)C